ICOC(=O)C1=C(N(CC1)[C@@H](C)C1=CC=CC=C1)C (iodomethyl)-2-methyl-1-((S)-1-phenylethyl)-4,5-dihydro-1H-pyrrole-3-carboxylate